O=C1NC(CC[C@H]1N1CC2=CC=C(C(=C2C1=O)F)CNC(OC1CC(C1)C1=NC=CN=C1C(F)(F)F)=O)=O (1r,3r)-3-(3-(trifluoromethyl)pyrazin-2-yl)cyclobutyl ((2-(2,6-dioxopiperidin-3-yl)-4-fluoro-3-oxoisoindolin-5-yl)methyl)carbamate